1-(5-fluoro-2-hydroxy-4-((4-methoxybenzyl)oxy)phenyl)ethan-1-one FC=1C(=CC(=C(C1)C(C)=O)O)OCC1=CC=C(C=C1)OC